C(#N)N1CC(CC1)C(=O)NC=1N=NC(=CC1)C1=CC=CC=C1 1-cyano-N-(6-phenylpyridazin-3-yl)pyrrolidine-3-carboxamide